FC=1C(=CC(=NC1)C)C1=CC=2N(C=C1)N=C(C2)NC2=CC=C1C(=N2)NC=C1 N-(5-(5-fluoro-2-methylpyridin-4-yl)pyrazolo[1,5-a]pyridin-2-yl)-1H-pyrrolo[2,3-b]pyridin-6-amine